6-(aminomethyl)-3-(4-(trifluoromethyl)phenyl)-6,7-dihydropyrazolo[1,5-a]pyrimidine-4(5H)-carboxylic acid tert-butyl ester C(C)(C)(C)OC(=O)N1C=2N(CC(C1)CN)N=CC2C2=CC=C(C=C2)C(F)(F)F